C(C)(C)(C)OC(=O)NC(C(=O)OC)=C1CCC(CC1)(C)F methyl 2-((tert-butoxycarbonyl)amino)-2-(4-fluoro-4-methylcyclohexylidene)acetate